3-(ethoxymethoxy)-4-(4-(((cis)-3-hydroxy-3-methylcyclobutyl)amino)-5,6,7,8-tetrahydrophthalazin-1-yl)benzaldehyde C(C)OCOC=1C=C(C=O)C=CC1C1=NN=C(C=2CCCCC12)NC1CC(C1)(C)O